COC(/C(=C/C1=CC=CC=C1)/NC(C)=O)=O.NCCNCCC[Si](OC)(OC)OC N-beta-aminoethyl-gamma-aminopropyl-trimethoxysilane methyl-(Z)-2-acetylamino-3-phenylacrylate